N1-(4-(tert-butyl)-3-hexylphenyl)cyclohexane-1,4-diamine C(C)(C)(C)C1=C(C=C(C=C1)NC1CCC(CC1)N)CCCCCC